C1(=CC=CC=C1)N1NC2=CC=C(C=C2C([C+]1C1=CC=CC=C1)=O)F 2,3-diphenyl-4-oxo-6-fluorocinnolinylium